N-{4-[7-(5-chloro-2-fluorophenyl)-1H,2H,3H-pyrido[3,4-b][1,4]oxazin-1-yl]pyridin-2-yl}-3-(dimethylamino)propanamide ClC=1C=CC(=C(C1)C1=CC2=C(OCCN2C2=CC(=NC=C2)NC(CCN(C)C)=O)C=N1)F